C(C)(C)(C)OC(=O)NCCCCCN1C(=NC2=C1C=CC(=C2)C=O)NC(=O)C2=CC=CC(=N2)C(=O)OC methyl 6-((1-(5-((tert-butoxycarbonyl)amino)pentyl)-5-formyl-1H-benzo[d]imidazol-2-yl)carbamoyl)picolinate